2-methoxy-N-methyl-4-nitroaniline COC1=C(NC)C=CC(=C1)[N+](=O)[O-]